C(#C)C=1SC=C(N1)NC(N[C@@H](CNC(O)=O)C1=CC=C(C=C1)C=1C=CC=C2C=CN=C(C12)O)=O.FC1=C(C=CC(=C1)OC(F)(F)F)COC1CCNCC1 4-[[2-Fluoro-4-(trifluoromethoxy)phenyl]methoxy]piperidine (R)-2-(3-(2-Ethynylthiazol-4-yl)ureido)-2-(4-(1-hydroxyisoquinolin-8-yl)phenyl)-ethyl-carbamate